3-(Difluoromethoxy)-6-azabicyclo[3.1.1]heptane trifluoroacetate FC(C(=O)O)(F)F.FC(OC1CC2NC(C1)C2)F